cis-2,4-Dimethyl-2,3,4,5-tetrahydro-1H-naphtho[2,3-d]azepine-6,11-dione C[C@@H]1N[C@@H](CC2=C(C1)C(C1=CC=CC=C1C2=O)=O)C